CS(=O)(=O)OC(CCCC)COC=1OC=CC1 1-(furan-2-oxymethyl)-pentyl methanesulfonate